C(C)OC1=C(C=CC=C1)PC1=C(C=CC=C1)OCC bis(2-ethoxyphenyl)phosphine